C(=O)(O)CNC1=C(C(=O)O)C=CC=C1 2-(carboxymethyl-amino)benzoic acid